C(CCC)NCC(=O)NC1=CC=C(C=C1)C#CC1=CC=CC=C1 2-(butylamino)-N-[4-(2-phenylethynyl)phenyl]acetamide